ClC=1C=C2C=C(N(C2=CC1B1OC(C(O1)(C)C)(C)C)S(=O)(=O)C1=CC=CC=C1)CNC(=O)C1(CC1)C N-((5-chloro-1-(phenylsulfonyl)-6-(4,4,5,5-tetramethyl-1,3,2-dioxaborolan-2-yl)-1H-indol-2-yl)methyl)-1-methylcyclopropanecarboxamide